2-((8-amino-6-(4,6-dimethyl-7-oxo-6,7-dihydro-5H-pyrrolo[3,4-b]pyridin-3-yl)-7-fluoroisoquinolin-3-yl)amino)-6-methyl-5,6-dihydro-4H-pyrazolo[1,5-d][1,4]diazepin-7(8H)-one NC=1C(=C(C=C2C=C(N=CC12)NC1=NN2CC(N(CCC2=C1)C)=O)C=1C(=C2C(=NC1)C(N(C2)C)=O)C)F